homoveratrylamine C(CC1=CC(OC)=C(OC)C=C1)N